Cl.NC\C=C(\CN1C=NC2=C1C=C(C=C2C=2C=C(C=CC2OC)S(=O)(=O)NC)C#N)/F (Z)-3-(1-(4-amino-2-fluoro-but-2-en-1-yl)-6-cyano-1H-benzo[d]imidazol-4-yl)-4-methoxy-N-methylbenzenesulfonamide hydrochloride